2-amino-3-chloro-6-hydroxy-1,4-naphthoquinone NC=1C(C2=CC=C(C=C2C(C1Cl)=O)O)=O